ClC1=CC=C(C(=N1)C(=O)O)N[C@H](C)C1=C2N=C(C(=NC2=CC(=C1)C)C#N)NC[C@H]1C(C1)(F)F 6-chloro-3-(((R)-1-(2-cyano-3-((((S)-2,2-difluorocyclopropyl)methyl)amino)-7-methylquinoxalin-5-yl)ethyl)amino)picolinic acid